C(C)(C)(C)C=1C=C(C=C(C1)C)C1=C(C=CC=C1)N(CCCOC1=CC=CC=C1)C1=C(C(=CC(=C1)C)C(C)(C)C)O 3-(tert-butyl)-2'-((3-(tert-butyl)-2-hydroxy-5-methylphenyl)(3-phenoxypropyl)amino)-5-methyl-[1,1'-biphenyl]